2-Para-fluorophenyl-1,2,3,4-tetrahydroisoquinoline FC1=CC=C(C=C1)N1CC2=CC=CC=C2CC1